COC1C(CNC1)OC1=NOC(=C1C1=CC=2N(C=C1)N=C(C2)NC(=O)C2CC2)C N-[5-[3-(4-methoxypyrrolidin-3-yl)oxy-5-methyl-isoxazol-4-yl]pyrazolo[1,5-a]pyridin-2-yl]cyclopropanecarboxamide